FC1=CC=C2C(C(NC2=C1)=O)(C1=CC2=C(OCO2)C=C1OC[C@@H](CC(=C)C)O)C1=CC2=C(OCO2)C=C1OC[C@@H](CC(=C)C)O 6-Fluoro-3,3-bis(6-(((R)-2-hydroxy-4-methylpent-4-en-1-yl)oxy)benzo[d][1,3]dioxol-5-yl)indolin-2-one